F[Sb-](F)(F)(F)(F)F.CC=1N(C(=CN1)[N+](=O)[O-])CCSC=1OC(=NN1)C1=NC=CC=C1.[Ag+] Silver 2-((2-(2-methyl-5-nitro-1H-imidazol-1-yl)ethyl)thio)-5-(pyridin-2-yl)-1,3,4-oxadiazole hexafluoroantimonate